FC=1C(=CC(=NC1)OC)C1=CN=C(O1)[C@H](CCCCCC(CC)=O)NC(=O)[C@H]1CC12CCN(CC2)C (S)-N-((S)-1-(5-(5-Fluoro-2-methoxypyridin-4-yl)oxazol-2-yl)-7-oxononyl)-6-methyl-6-azaspiro[2.5]octan-1-carboxamid